C1(C=CC2=CC=CC=C12)CC(=O)O indenacetic acid